O=C1NC(=C(C=C1C(=O)N)C1=CC=C(C=C1)CN1CCCC1)C(F)(F)F 2-oxo-5-(4-(pyrrolidin-1-ylmethyl)phenyl)-6-(trifluoromethyl)-1,2-dihydropyridine-3-carboxamide